NC1=CC=CC(=N1)S(=O)(=O)NC(=O)C=1C(=NC(=CC1)C(C)(C)C)N1[C@H](CC[C@H]1C)C N-[(6-amino-2-pyridyl)sulfonyl]-6-tert-butyl-2-[(2S,5R)-2,5-dimethylpyrrolidin-1-yl]pyridine-3-carboxamide